(pyridinyl)dibenzoselenophene N1=C(C=CC=C1)C1=CC=CC=2[Se]C3=C(C21)C=CC=C3